1-(4-(3-(4-chlorophenyl)-1,2,4-oxadiazol-5-yl)piperidin-1-yl)-2-(3-methyl-1,2,4-oxadiazol-5-yl)ethan-1-one ClC1=CC=C(C=C1)C1=NOC(=N1)C1CCN(CC1)C(CC1=NC(=NO1)C)=O